4,4-diphenyl-3,5,8-trioxabicyclo[5.1.0]octane C1(=CC=CC=C1)C1(OCC2OC2CO1)C1=CC=CC=C1